3-(Pyrrolidin-1-yl)cyclobutyl(8-amino-7-fluoro-6-(8-methyl-2,3-dihydro-1H-pyrido[2,3-b][1,4]oxazin-7-yl)isoquinolin-3-yl)carbamate N1(CCCC1)C1CC(C1)N(C([O-])=O)C=1N=CC2=C(C(=C(C=C2C1)C1=C(C2=C(OCCN2)N=C1)C)F)N